P(=O)(OCC)(OCC[N+](C)(C)C)[O-] ethyl (2-(trimethylammonio)ethyl) phosphate